C1=CC=CC=2C3=CC=CC=C3C(C12)COC(=O)N[C@H](C(=O)O)C1CN(C1)C(=O)OC(C)(C)C (S)-2-((((9H-fluoren-9-yl)methoxy)carbonyl)amino)-2-(1-(tert-butoxycarbonyl)azetidin-3-yl)acetic acid